O1COC2=C1C=CC(=C2)NC2=NC=C(C(=N2)N2N=CC(=C2)C(=O)N[C@H](CO)C2=CC(=CC=C2)Cl)C (S)-1-(2-(benzo[d][1,3]dioxol-5-ylamino)-5-methylpyrimidin-4-yl)-N-(1-(3-chloro-phenyl)-2-hydroxy-ethyl)-1H-pyrazole-4-carboxamide